tert-Butyl (2R,5S)-4-(7-(4-fluoropyridin-2-yl)-5-methyl-7H-pyrrolo[2,3-d]pyrimidin-4-yl)-2,5-dimethylpiperazine-1-carboxylate FC1=CC(=NC=C1)N1C=C(C2=C1N=CN=C2N2C[C@H](N(C[C@@H]2C)C(=O)OC(C)(C)C)C)C